2-(3-chloropyrazin-2-yl)propanedinitrile ClC=1C(=NC=CN1)C(C#N)C#N